1-(tert-butyl) 4-ethyl (3S)-2-(5-bromo-4-fluoro-6-methoxybenzo[b]thiophene-2-carbonyl)-3-methylsuccinate BrC1=C(C2=C(SC(=C2)C(=O)C(C(=O)OC(C)(C)C)[C@@H](C(=O)OCC)C)C=C1OC)F